tri-(n-hexyl)phosphate C(CCCCC)OP(=O)(OCCCCCC)OCCCCCC